NC1=CC=CS1 5-amino-thiophene